di-(hexahydropyrrolo[3,4-c]pyrrol-2(1H)-yl)(3-(imidazo[1,2-a]pyridin-2-yl)phenyl)methanone C1N(CC2C1CNC2)C2=C(C(=C(C=C2)C=O)N2CC1CNCC1C2)C=2N=C1N(C=CC=C1)C2